4-nitro-1,8-naphthalic anhydride C1=CC2=C(C=CC3=C2C(=C1)C(=O)OC3=O)[N+](=O)[O-]